N-(6-Imidazol-1-yl-2-methoxy-3-pyridyl)-5-methyl-3-phenyl-isoxazole-4-carboxamide N1(C=NC=C1)C1=CC=C(C(=N1)OC)NC(=O)C=1C(=NOC1C)C1=CC=CC=C1